C1(=CC=CC=C1)P(C1=CC=CC=C1)C1=CC=CC=C1.BrC(C(=O)O)CCC bromo-valeric acid triphenylphosphine salt